ClC1=C(C=CC=C1)[C@H]1[C@@H](OC(O1)C1=CC=CC=C1)CO ((4S,5S)-5-(2-chlorophenyl)-2-phenyl-1,3-dioxolan-4-yl)methanol